(3R)-3-[4-[4-(2-hydroxyethyl)-1-piperidyl]indolin-1-yl]piperidine-2,6-dione OCCC1CCN(CC1)C1=C2CCN(C2=CC=C1)[C@H]1C(NC(CC1)=O)=O